N=1ON=C2C1C=CC=C2C2=C(N=C1N2CCN1C(C)=O)C1=NC(=CC=C1)C 1-(5-(Benzo[c][1,2,5]oxadiazol-4-yl)-6-(6-methylpyridin-2-yl)-2,3-dihydro-1H-imidazo[1,2-a]imidazol-1-yl)ethan-1-one